[Na+].C(=O)([O-])C(C(=O)[O-])=C.[Na+] (2-carboxyacrylic acid) sodium salt